ClC1=C(C=2N=C(NC(C2C(=N1)OC[C@H]1NCCN(CC1)C(=O)OC(C)(C)C)=O)SC)F |r| tert-butyl rac-(5S)-5-[(7-chloro-8-fluoro-2-methylsulfanyl-4-oxo-3H-pyrido[4,3-d]pyrimidin-5-yl)oxymethyl]-1,4-diazepane-1-carboxylate